P(=O)(O)(O)O.NC(=N)N monoguanidine phosphate salt